CSCC=1C(=NC=CC1)NC1=NC=NC(=C1)N N4-(3-((methylthio)methyl)pyridin-2-yl)pyrimidine-4,6-diamine